(S)-4-(2-((3-aminopyrrolidin-1-yl)methyl)-5-(2,3-difluoro-4-methylphenyl)-1-methyl-1H-pyrrolo[2,3-c]pyridin-4-yl)-2-fluorobenzonitrile N[C@@H]1CN(CC1)CC1=CC=2C(=CN=C(C2C2=CC(=C(C#N)C=C2)F)C2=C(C(=C(C=C2)C)F)F)N1C